1-(3-(6-chloro-7-phenylquinazolin-4-ylamino)azetidin-1-yl)prop-2-en-1-one ClC=1C=C2C(=NC=NC2=CC1C1=CC=CC=C1)NC1CN(C1)C(C=C)=O